ClC=1C=2N(C=CC1)N=C(C2)[C@@H]2N(CCC1=C2N=CN1)C(=O)C1=CN=C(O1)C(C)(C)O (R)-(4-(4-chloropyrazolo[1,5-a]pyridin-2-yl)-6,7-dihydro-1H-imidazo[4,5-c]pyridin-5(4H)-yl)(2-(2-hydroxypropan-2-yl)oxazol-5-yl)methanone